Cl.FC(C=1C(=C(C=CC1)C(C)N)F)F 1-[3-(difluoromethyl)-2-fluorophenyl]ethan-1-amine hydrochloride salt